COC1=C(CC(N)C)C=C(C(=C1)CC)OC 2,5-dimethoxy-4-ethylamphetamine